tert-butyl (R)-3-(2-((tert-butoxycarbonyl)amino)-3-methoxy-3-oxopropyl)-1H-indole-1-carboxylate C(C)(C)(C)OC(=O)N[C@H](CC1=CN(C2=CC=CC=C12)C(=O)OC(C)(C)C)C(=O)OC